(S)-N-methyl-N-(m-tolyl)isoindoline-1-carboxamide CN(C(=O)[C@H]1NCC2=CC=CC=C12)C=1C=C(C=CC1)C